COC(=O)C1=CO[C@H](/C(/[C@@H]1CC(=O)OCCC1=CC(=C(C=C1)O)O)=C/C)O.C=C[N+](C)(C)C.[OH-].[Ca] calcium neurine methyl-(4s,5e,6r)-4-[2-[2-(3,4-dihydroxyphenyl)ethoxy]-2-oxoethyl]-5-ethylidene-6-hydroxy-4h-pyran-3-carboxylate